C(C)(C)(C)OC(=O)N[C@H](C(=O)OC)CC(=C)C methyl (S)-2-((tert-butoxycarbonyl)amino)-4-methylpent-4-enoate